C(C=C)(=O)N1C(CN(CC1)C1=NC=NC2=CC(=C(C=C12)Cl)C1=C(C=C(C=C1)F)F)CC#N 2-(1-acryloyl-4-(6-chloro-7-(2,4-difluoro-phenyl)quinazolin-4-yl)piperazin-2-yl)acetonitrile